2-Bromo-5-fluoro-4-(2-methoxyethoxy)benzaldehyde BrC1=C(C=O)C=C(C(=C1)OCCOC)F